FC=1C=C(OC2=CC(=NC=C2)NC(N(C[C@H](C(F)(F)F)O)CC)=O)C=CC1F 3-[4-(3,4-Difluorophenoxy)-2-pyridinyl]-1-ethyl-1-[(2R)-3,3,3-trifluoro-2-hydroxy-propyl]urea